BrC=1C2(C3=CC(=C(C=C3C1)OC)OC)CCC1(CC2)OCCO1 2''-bromo-5'',6''-dimethoxydispiro[[1,3]dioxolane-2,1'-cyclohexane-4',1''-indene]